(S)-6-benzyl-2-(3,3,3-trifluoro-2,2-dimethylpropanoyl)-2,6-diazaspiro[3.4]octane-8-carboxylic acid C(C1=CC=CC=C1)N1CC2(CN(C2)C(C(C(F)(F)F)(C)C)=O)[C@@H](C1)C(=O)O